COC=1C(=CC2=C(N=C(S2)N)C1)OC 5,6-dimethoxy-1,3-benzothiazol-2-amine